(1R)-calcium gamma-hydroxybutyrate OCCCC(=O)[O-].[Ca+2].OCCCC(=O)[O-]